(S)-N-(2-methyl-1-((3-methylpyridin-2-yl)oxy)propan-2-yl)-2-(pyrrolidin-2-yl)acetamide CC(COC1=NC=CC=C1C)(C)NC(C[C@H]1NCCC1)=O